2-(1,2,4-triazol-1-yl)-alanine N1(N=CN=C1)[C@](N)(C)C(=O)O